C(C)(C)(C)OC(N[C@H](C(=O)NC1=CC(=C2C(=C1)NC(C21CCOCC1)=O)F)C1CCC(CC1)C)=O N-{(1S)-2-[(4-fluoro-2-oxospiro[indoline-3,4'-tetrahydropyran]-6-yl)amino]-1-(4-methylcyclohexyl)-2-oxoethyl}carbamic acid tert-butyl ester